ClC1=NC=C(C(=C1)N1C[C@H](CCC1)O)C=1C=NN(C1)C(C)C (S)-1-(2-chloro-5-(1-isopropyl-1H-pyrazol-4-yl)pyridin-4-yl)piperidin-3-ol